(R)-3-cyclopropyl-N-((S)-2-(dimethylamino)-3-(2-oxo-2,3-dihydrobenzo[d]oxazol-6-yl)propyl)-3-phenylpropanamide C1(CC1)[C@@H](CC(=O)NC[C@H](CC1=CC2=C(NC(O2)=O)C=C1)N(C)C)C1=CC=CC=C1